calcium neuraminate [O-]C(=O)C1(O)C[C@H](O)[C@@H](N)[C@@H](O1)[C@H](O)[C@H](O)CO.[Ca+2].[O-]C(=O)C1(O)C[C@H](O)[C@@H](N)[C@@H](O1)[C@H](O)[C@H](O)CO